2-chloro-4-(3,3-difluorocyclobutoxy)-6-methylpyridine ClC1=NC(=CC(=C1)OC1CC(C1)(F)F)C